C(#N)C1=CC(=C(C=C1)COC1=CC=CC(=N1)N1CC2CCC(C1)N2CC=2N(C1=C(N2)C=CC(=C1)C(=O)O)CC1COCC1)F 2-[(3-{6-[(4-cyano-2-fluorophenyl)methoxy]pyridin-2-yl}-3,8-diazabicyclo[3.2.1]octan-8-yl)methyl]-3-(oxolan-3-ylmethyl)-1,3-benzodiazole-5-carboxylic acid